C(CCCCCCC\C=C/C\C=C/CCCCC)(=O)OC(C(=O)OCC(CCCCCC)CCCC)(CCCCCCCCC)COC(=O)OC1=CC=C(C=C1)[N+](=O)[O-] 1-((2-butyloctyl)oxy)-2-((((4-nitrophenoxy)carbonyl)oxy)methyl)-l-1-oxoundecyl (9Z,12Z)-octadeca-9,12-dienoate